Methanol hexafluorophosphate F[P-](F)(F)(F)(F)F.CO